2-[3-acetyl-6-[5-[(6-methylpyridazin-3-yl)amino]benzimidazol-1-yl]-2-pyridinyl]furan-3-carbonitrile C(C)(=O)C=1C(=NC(=CC1)N1C=NC2=C1C=CC(=C2)NC=2N=NC(=CC2)C)C=2OC=CC2C#N